O=S1(CC(C1)N1N=C(C(=C1)C=1C2=C(N=CN1)OC(=C2)C=2CCCN(C2)C(=O)OC(C)(C)C)C2=CC=C(C=C2)F)=O Tert-butyl 5-(4-(1-(1,1-dioxidothietan-3-yl)-3-(4-fluorophenyl)-1H-pyrazol-4-yl)furo[2,3-d]pyrimidin-6-yl)-3,4-dihydropyridine-1(2H)-carboxylate